2-(3-(2-cyano-2-(6-nitro-1H-benzo[d]imidazol-2-yl)vinyl)-2,5-dimethyl-1H-pyrrol-1-yl)-4,5-dimethylfuran-3-carbonitrile C(#N)C(=CC1=C(N(C(=C1)C)C=1OC(=C(C1C#N)C)C)C)C1=NC2=C(N1)C=C(C=C2)[N+](=O)[O-]